BrC1=C(C=C(C=C1)Cl)C=1CCN(CC1)C(=O)OC(C)(C)C tert-butyl 4-(2-bromo-5-chloro-phenyl)-3,6-dihydro-2H-pyridine-1-carboxylate